C(=O)C1=C(C=C(C#N)C=C1)C(F)(F)F 4-formyl-3-(trifluoro-methyl)benzonitrile